ClC=1C=C(C=CC1Cl)[C@@H]1CN(C[C@@H]1NS(=O)(=O)C1=CC=C(C=C1)OC(F)(F)F)C(=O)OC(C)(C)C |r| tert-butyl rac-(3R,4R)-3-(3,4-dichlorophenyl)-4-[[4-(trifluoromethoxy)phenyl]sulfonylamino]pyrrolidine-1-carboxylate